8-((4-((cyclobutylmethyl)(4-(morpholinomethyl)phenyl)amino)cyclohexyl)(methyl)amino)-5-methyl-6-oxo-5,6-dihydro-1,5-naphthyridine-2,7-dicarbonitrile C1(CCC1)CN(C1CCC(CC1)N(C1=C(C(N(C=2C=CC(=NC12)C#N)C)=O)C#N)C)C1=CC=C(C=C1)CN1CCOCC1